Silver-Cobalt [Co].[Ag]